CC1=C(OC=2C(=CC(N(C2)C)=O)C=2C3=C(CN(C2)C)NC(=C3)C3=C(C(=CC=C3)OC)F)C(=CC=C1)C 4-(5-(2,6-dimethylphenoxy)-1-methyl-2-oxo-1,2-dihydropyridin-4-yl)-2-(2-fluoro-3-methoxyphenyl)-6-methyl-1,6-dihydro-7H-pyrrolo[2,3-c]pyridin